COCC=1N=NNC1 4-(methoxymethyl)-1H-1,2,3-triazol